FC(COCC1=C(C=C(C=C1)C)N1/C(/SCC1=O)=N/C(=O)NC1=C(C=C(C=C1)C1=NN(C=N1)C1=NC=C(C=C1)C(F)(F)F)F)F (Z)-1-(3-(2-((2,2-difluoroethoxy)methyl)-5-methylphenyl)-4-oxothiazolidin-2-ylidene)-3-(2-fluoro-4-(1-(5-(trifluoromethyl)pyridin-2-yl)-1H-1,2,4-triazol-3-yl)phenyl)urea